[C@H]12CN(C[C@H](CC1)N2)C2=NC(=NC1=C(C(=C(C=C21)Cl)C2=CC=CC1=C2N=C(O1)N)F)OCC1(CC1)CN1CCCC1 4-(4-((1R,5S)-3,8-diaza-bicyclo[3.2.1]octan-3-yl)-6-chloro-8-fluoro-2-((1-(pyrrolidin-1-ylmethyl)-cyclopropyl)methoxy)quinazolin-7-yl)benzo[d]oxazol-2-amine